COCNCCNCCNCC(=O)O 2-oxa-4,7,10-triazadodecan-12-oic acid